NCC1=NC(=NO1)C=1C=C2C(=CC=CN2C1SC(F)(F)F)N[C@H]1[C@H](CN(CC1)C)F 2-[5-(aminomethyl)-1,2,4-oxadiazol-3-yl]-N-[(3S,4R)-3-fluoro-1-methylpiperidin-4-yl]-3-[(trifluoro-methyl)sulfanyl]indolizin-8-amine